C(C)N(C=1C(=C(NF)C(=CC1C)C)C)CC 3-diethylamino-6-methyl-2,4-dimethylanilinofluoran